ClC1=C(COC2CC3C(CN(C3)C(=O)N3N=C(C=C3)C(=O)O)C2)C=CC=C1 1-(cis-5-((2-chlorobenzyl)oxy)octahydrocyclopenta[c]pyrrole-2-carbonyl)-1H-pyrazole-3-carboxylic acid